FC1(CCN(CC1)C1=CC(=CC=2CCOC21)NC(C2=C(C=C(C=C2)S(=O)(=O)CC)N2CC1CC1(CC2)C)=O)F N-(7-(4,4-difluoropiperidin-1-yl)-2,3-dihydrobenzofuran-5-yl)-4-(ethylsulfonyl)-2-(6-methyl-3-azabicyclo[4.1.0]heptane-3-yl)benzamide